CC1=CC2=C(NC(=N2)S(=O)(=O)CC2=NC=CC(=C2C)OCC(F)(F)F)C=C1 5-methyl-2-(((3-methyl-4-(2,2,2-trifluoroethoxy)pyridin-2-yl)methyl)sulfonyl)-1H-benzo[d]-imidazole